4-cyclohexyl-2-phenyl-5-(phenylamino)-4H-imidazol-4-ol C1(CCCCC1)C1(N=C(N=C1NC1=CC=CC=C1)C1=CC=CC=C1)O